FC1(CCC(CC1)CN1C(=NOC1=O)CC1=CC=C(C=C1)OC)F 4-[(4,4-difluorocyclohexyl)methyl]-3-[(4-methoxyphenyl)methyl]-4,5-dihydro-1,2,4-oxadiazol-5-one